BrC=1C=CC=2C=3C(C=NC2C1)=NN(C3)CCC(C(=O)N)CCCl (2-[7-bromo-2H-pyrazolo[3,4-c]quinolin-2-yl]ethyl)-4-chlorobutyramide